FC(CN1N=C(C=2C1=NC(=CN2)N2CCC1(CCN(C1)C1=NC(=NC(=C1)C)C(F)(F)F)CC2)OC)F 8-(1-(2,2-difluoroethyl)-3-methoxy-1H-pyrazolo[3,4-b]pyrazin-6-yl)-2-(6-methyl-2-(trifluoromethyl)pyrimidin-4-yl)-2,8-diazaspiro[4.5]decane